C(C)OC(=O)C1CC(C1)OC1=C(C=C(C=C1F)F)F 3-(2,4,6-Trifluorophenoxy)cyclobutanecarboxylic acid ethyl ester